O[C@@H]1C[C@H](N(C1)C([C@H](C(C)(C)C)NC(OC(C)(C)C)=O)=O)C(NCC1=NC=C(C=N1)C1=C(N=CS1)C)=O tert-butyl ((S)-1-((2S,4R)-4-hydroxy-2-(((5-(4-methylthiazol-5-yl)pyrimidin-2-yl)methyl)carbamoyl)pyrrolidin-1-yl)-3,3-dimethyl-1-oxobutan-2-yl)carbamate